(S)-N-(4-methoxyphenyl)-N-methyl-2-(2-(4-((3-nitrophenyl)sulfonyl)-2-oxopiperazin-1-yl)acetamido)-3-phenylpropanamide COC1=CC=C(C=C1)N(C([C@H](CC1=CC=CC=C1)NC(CN1C(CN(CC1)S(=O)(=O)C1=CC(=CC=C1)[N+](=O)[O-])=O)=O)=O)C